4-methyl-amino-4-ethyl-amino-phenol CC1(C(C(=C(C=C1)O)N)N)CC